NC([C@H]([C@@H](C)O)NC(=O)C1=C(OC2=C1C=C(C=C2)OCC=2C(=NNC2)C(F)(F)F)C)=O N-((2S,3R)-1-amino-3-hydroxy-1-oxobutan-2-yl)-2-methyl-5-((3-(trifluoromethyl)-1H-pyrazol-4-yl)methoxy)benzofuran-3-carboxamide